N[C@@H](C(=O)N1CC(C1)OC1=CC=C(C(=C1C(=O)O)O)CCB(O)O)CC(=O)O 6-({1-[(2R)-2-amino-3-carboxypropionyl]azetidin-3-yl}oxy)-3-(2-boronoethyl)-2-hydroxybenzoic acid